C[C@@H](C(=O)N[C@@H](C)C(=O)NCC(=O)O)N The molecule is a tripeptide composed of two L-alanine units and a glycine joined by peptide linkages. It has a role as a metabolite. It derives from a L-alanine and a glycine.